(2-Fluorophenyl)sulfonyl chloride FC1=C(C=CC=C1)S(=O)(=O)Cl